FC(OC=1C=2N(C=C(C1)C(F)(F)F)C[C@]1(N2)CCOC2=C(C(=CC=C21)OC(F)(F)F)F)F (S)-8'-(difluoromethoxy)-8-fluoro-7-(trifluoromethoxy)-6'-(trifluoromethyl)-3'H-spiro[chromane-4,2'-imidazo[1,2-a]pyridine]